(6-chloro-4-isopropyl-5-methylquinolin-3-yl)(1H-imidazol-1-yl)methanone ClC=1C(=C2C(=C(C=NC2=CC1)C(=O)N1C=NC=C1)C(C)C)C